(S)-(1-isopropylpyrrolidin-2-yl)methyl (6-methyl-5-(2-(1-methyl-1H-pyrazol-4-yl)pyrazolo[5,1-b]thiazole-7-carboxamido)pyridin-3-yl)carbamate CC1=C(C=C(C=N1)NC(OC[C@H]1N(CCC1)C(C)C)=O)NC(=O)C=1C=NN2C1SC(=C2)C=2C=NN(C2)C